rel-(8S,9S,10S,13S,14S,17S)-17-acetyl-13-methyl-10-vinyl-6,7,8,9,10,11,12,13,14,15,16,17-dodecahydro-1H-cyclopenta[a]phenanthren-3(2H)-one C(C)(=O)[C@H]1CC[C@H]2[C@@H]3CCC4=CC(CC[C@@]4([C@H]3CC[C@]12C)C=C)=O |o1:3,6,7,15,16,19|